C(#N)C=1C=CC2=C(N(C(=N2)NC([C@](C(F)(F)F)(C)O)=O)C2CCC2)C1 (S)-N-(6-cyano-1-cyclobutyl-1H-benzo[d]imidazol-2-yl)-3,3,3-trifluoro-2-hydroxy-2-methylpropanamide